ClC=1C=C2C(=NC1I)N=C(N2COCC[Si](C)(C)C)OC=2C=CC(=C(C(=O)OC)C2)C methyl 5-((6-chloro-5-iodo-1-((2-(trimethylsilyl)ethoxy)methyl)-1H-imidazo[4,5-b]pyridin-2-yl)oxy)-2-methylbenzoate